C(C)N1N=CC=C1 N-ethyl-pyrazole